C(C1=CC=CC=C1)S(=O)(=O)C1=NC=C(C(=N1)C(=O)NC=1SC(=NN1)C(C)C)Cl 2-benzylsulfonyl-5-chloro-N-(5-propan-2-yl-1,3,4-thiadiazol-2-yl)pyrimidine-4-carboxamide